C(C)(C)(C)OC(=O)N1C(CNCC1)C=1N=NC=CC1 pyridazin-3-yl-piperazine-1-carboxylic acid tert-butyl ester